ClC1=C(C=2N=C(N=C(C2C(O1)=O)N1CCOCCC1)SC)C 7-chloro-8-methyl-2-(methylsulfanyl)-4-(1,4-oxazepan-4-yl)pyrano[4,3-d]pyrimidin-5-one